ClC1=CC=C(C=C1)C1(CC1)C(=O)N1[C@@H](C2=CC=CC=C2C1)C(=O)N[C@H](C#CC1=NC=CN=C1)CC(=O)N (1S)-2-[1-(4-chlorophenyl)cyclopropanecarbonyl]-N-[(1S)-1-(2-amino-2-oxo-ethyl)-3-pyrazin-2-yl-prop-2-ynyl]isoindoline-1-carboxamide